(R)-S-(2-((tert-butoxycarbonyl)amino)propyl) ethanethioate C(C)(SC[C@@H](C)NC(=O)OC(C)(C)C)=O